4-((S)-1-acetylpyrrolidin-3-ylamino)-2-((1r,4S)-4-(methoxymethyl)cyclohexylamino)pyrimidine-5-carboxamide C(C)(=O)N1C[C@H](CC1)NC1=NC(=NC=C1C(=O)N)NC1CCC(CC1)COC